C(C)N1CC(CC1=O)N(C([O-])=O)C=1N=CC2=C(C(=C(C=C2C1)C1=C(C2=C(OCCN2)N=C1)C)F)N 1-Ethyl-5-oxopyrrolidin-3-yl(8-amino-7-fluoro-6-(8-methyl-2,3-dihydro-1H-pyrido[2,3-b][1,4]oxazin-7-yl)isoquinolin-3-yl)carbamate